C([O-])([O-])=O.[Co+2].[Zn+2].C([O-])([O-])=O zinc cobalt carbonate